5-bromo-4-fluoro-N-methyl-2-nitroaniline BrC=1C(=CC(=C(NC)C1)[N+](=O)[O-])F